C(N)(OC1=C(C=CC=C1)S)=O mercaptophenyl carbamate